(2R,4S)-1-isobutyl-2-methylpiperidin C(C(C)C)N1[C@@H](CCCC1)C